ClC=1C=NC(=NC1)N1CCC(CC1)CCCOC1=CC(=C(C=C1)CC(=O)N1CC(C1)CN1C[C@@H]([C@H](C1)O)O)F |r| 2-[4-[3-[1-(5-chloropyrimidin-2-yl)-4-piperidinyl]propoxy]-2-fluoro-phenyl]-1-[3-[[rac-(3S,4S)-3,4-dihydroxypyrrolidin-1-yl]methyl]azetidin-1-yl]ethanone